(S)-2-(3-(2-(2-fluoro-5-((6-fluoro-4-(methylsulfonyl)-1H-indol-5-yl)oxy)phenyl)oxazol-4-yl)-3-methyl-2,3-dihydrobenzofuran-7-yl)acetic acid FC1=C(C=C(C=C1)OC=1C(=C2C=CNC2=CC1F)S(=O)(=O)C)C=1OC=C(N1)[C@]1(COC2=C1C=CC=C2CC(=O)O)C